ClC1=C(C=NC2=C(C=C(C=C12)C1=NC(=NC=C1Cl)Cl)Cl)C(C)(C)O 2-(4,8-dichloro-6-(2,5-dichloropyrimidin-4-yl)quinoline-3-yl)propan-2-ol